benzo[b]thiophene-6-carboxylic acid methyl ester COC(=O)C=1C=CC2=C(SC=C2)C1